N=1NN=NC1C1=C(C=CC=C1)C1=NC(=CC(=C1)NC(CC1CCCC1)=O)N(CCC)CC1=CC=CC=C1 N-(2-(2-(2H-tetrazol-5-yl)phenyl)-6-(benzyl(propyl)amino)pyridin-4-yl)-2-cyclopentylacetamide